Mono-Butylether C(CCC)OCCCC